[N-]=C=O ISOCYANAT